(3-amino-4,5-dihydropyrano[3,4-c]pyrazol-1(7H)-yl)(6-fluoro-1,2,3,4-tetrahydroquinolin-4-yl)methanone NC=1C2=C(N(N1)C(=O)C1CCNC3=CC=C(C=C13)F)COCC2